C(C)(C)(C)OC(=O)N1CC2=CC=C(C=C2C1)C(F)F 5-(Difluoromethyl)isoindoline-2-carboxylic acid tert-butyl ester